2-((8-benzoyl-1-oxo-2,8-diazaspiro[4.5]decan-2-yl)methyl)benzonitrile C(C1=CC=CC=C1)(=O)N1CCC2(CCN(C2=O)CC2=C(C#N)C=CC=C2)CC1